FC(CCC(=O)NCC=1C=NC(=CC1)N1C(=NC=C1)C)(CN1N=NC(=C1)C1(CCC(CC1)(C)C)O)F 4,4-difluoro-5-[4-(1-hydroxy-4,4-dimethylcyclohexyl)-1H-1,2,3-triazol-1-yl]-N-{[6-(2-methyl-1H-imidazol-1-yl)pyridin-3-yl]methyl}pentanamide